OC1=NC(=CC(=C1C#N)C)O 2,6-dihydroxy-3-cyano-4-methylpyridine